(1-(difluoromethyl)-2-oxabicyclo[2.1.1]hexan-4-yl)methanol FC(C12OCC(C1)(C2)CO)F